Methyl (E)-3-(7-(2-(cyclohexylamino)-2-oxoethoxy)naphthalen-2-yl)acrylate C1(CCCCC1)NC(COC1=CC=C2C=CC(=CC2=C1)/C=C/C(=O)OC)=O